Ethyl 5-(cyclobutylmethyl)-4H-1,2,4-triazol-5-carboxylate C1(CCC1)CC1(NC=NN1)C(=O)OCC